4-(4-fluorophenoxy)-3'-(trifluoromethyl)-[1,1'-biphenyl]-3-carboxamide FC1=CC=C(OC2=C(C=C(C=C2)C2=CC(=CC=C2)C(F)(F)F)C(=O)N)C=C1